FC1=C(C=C(C=C1)B(O)O)C(NC)=O 4-FLUORO-3-(METHYLCARBAMOYL)PHENYLBORONIC ACID